C(C)OC(=O)[C@H]1NC2=CC=C(C=C2[C@@H]([C@H]1CC1=CC=C(C=C1)O[Si](C)(C)C(C)(C)C)N=[N+]=[N-])OC (2S,3S,4R)-Ethyl-4-azido-3-(4-((tert-butyldimethylsilyl)oxy)benzyl)-6-methoxy-1,2,3,4-tetrahydroquinoline-2-carboxylate